BrC=1C=C(C(=NC1)C(=O)NCC#C)Cl 5-bromo-3-chloro-N-(prop-2-yn-1-yl)picolinamide